OC(C1CN(CCC1)C(=O)OC(C)(C)C)C=1N=NC(=C(C1)C)C1=C(C=C(C=C1)C(F)(F)F)O tert-butyl 3-(hydroxy(6-(2-hydroxy-4-(trifluoromethyl)phenyl)-5-methylpyridazin-3-yl)methyl)piperidine-1-carboxylate